FC(C(=O)O)(F)F.FC1(CNCCC12COC1=C3CN(C(C3=CC=C12)=O)C1C(NC(CC1)=O)=O)F 3-(3',3'-difluoro-6-oxo-6,8-dihydro-2h,7h-spiro[furo[2,3-e]isoindol-3,4'-piperidin]-7-yl)piperidine-2,6-dione trifluoroacetate